3-((4-(N-(2-(4-aminophenoxy)-4-bromobenzoyl)sulfamoyl)-2-nitrophenyl)amino)propionic acid NC1=CC=C(OC2=C(C(=O)NS(=O)(=O)C3=CC(=C(C=C3)NCCC(=O)O)[N+](=O)[O-])C=CC(=C2)Br)C=C1